C1(CC1)C1=NN(C(=C1C(F)(F)F)C(=O)O)CC1(CC(C1)C(F)(F)F)C 3-cyclopropyl-1-(((cis)-1-methyl-3-(trifluoromethyl)cyclobutyl)methyl)-4-(trifluoromethyl)-1H-pyrazole-5-carboxylic acid